N-(4-((4-(6-(1H-imidazol-2-yl)-2-methylpyridin-3-yl)piperazin-1-yl)methyl)thiazol-2-yl)-2-oxobutanamide N1C(=NC=C1)C1=CC=C(C(=N1)C)N1CCN(CC1)CC=1N=C(SC1)NC(C(CC)=O)=O